ClC=1C=CC2=C([C@@H](C[C@@H](O2)C(=O)NC23CCC(CC2)(CC3)NC(=O)C3=NC=C(N=C3)C(F)F)O)C1 |r| N-(4-{[rac-(2R,4R)-6-chloro-4-hydroxy-3,4-dihydro-2H-1-benzopyran-2-carbonyl]amino}bicyclo[2.2.2]octan-1-yl)-5-(difluoromethyl)pyrazine-2-carboxamide